CC(C(C(=O)OCC)=O)CCC ethyl methyl-2-oxohexanoate